tetracyclo[6.2.1.13,6.02,7]dodeca-9-ene-4,5-dicarboxylic acid methyl ester COC(=O)C1C2C3C4C=CC(C3C(C1C(=O)O)C2)C4